(1R,2R)-2-ethyl-cyclopropaneethanol C(C)[C@H]1[C@H](C1)CCO